C(=O)(O)C1=C(C(=O)O)C=CC=C1 2-carboxybenzoic acid